ClC1=C(C(=CC=C1)Cl)N1CC(C1)C1=CC(=C(CN2CCC(CC2)C(=O)OC)C=C1C)C methyl 1-(4-(1-(2,6-dichlorophenyl)azetidin-3-yl)-2,5-dimethylbenzyl)piperidine-4-carboxylate